FC1=CC(=C(C=C1)C1=CC(=NC=N1)NC(NC1CCC(CC1)NC(C)=O)=O)OC N-((1r,4r)-4-(3-(6-(4-fluoro-2-methoxyphenyl)pyrimidin-4-yl)ureido)cyclohexyl)acetamide